C1(CC1)CC1(CN(C1)C=1N=NC(=CC1)C1=NNC2=CC=C(C=C12)O[C@H](C)C1=C(C=NC=C1Cl)Cl)N (R)-3-(cyclopropylmethyl)-1-(6-(5-(1-(3,5-dichloropyridin-4-yl)ethoxy)-1H-indazol-3-yl)pyridazin-3-yl)azetidin-3-amine